[Cl-].CN(/C=C(/C=[N+](C)C)\CNC1=NC=CC=C1)C (E)-N-(3-(dimethylamino)-2-((pyridin-2-ylamino)methyl)allylidene)-N-methyl-methylammonium chloride